(S)-1-(((R)-tert-butylsulfinyl)amino)-6-methoxy-1,3-dihydrospiro[indene-2,4'-piperidine] C(C)(C)(C)[S@@](=O)N[C@@H]1C2=CC(=CC=C2CC12CCNCC2)OC